CNC[C@@H]1CC2=C(OC=3C1=NC=CC3)C=C(C=C2)C |o1:3| (S*)-N-methyl-1-(7-methyl-10,11-dihydrobenzo[6,7]-oxepino[3,2-b]pyridin-11-yl)methanamine